C(C)(C)(C)OC(=O)N(CCC1=NC(=CC=C1[N+](=O)[O-])OC)CC1=C(C=CC(=C1)Cl)NC1=C(C(=O)OC)C=C(C(=C1)F)F methyl 2-((2-(((tert-butoxycarbonyl)(2-(6-methoxy-3-nitropyridin-2-yl)ethyl)amino)methyl)-4-chlorophenyl)amino)-4,5-difluorobenzoate